ClC1=CC=C(CN(S(=O)(=O)CCC)C2=CC(=C(C=C2)N2CCN(CC2)S(=O)(=O)N(C)C)C#N)C=C1 4-(4-(N-(4-chlorobenzyl)propanesulfonamido)-2-cyanophenyl)-N,N-dimethylpiperazin-1-sulfonamide